6-(3-(3-((1-(2-methoxyphenyl)cyclopropyl)amino)propanoyl)-3,8-diazabicyclo[3.2.1]octan-8-yl)nicotinonitrile COC1=C(C=CC=C1)C1(CC1)NCCC(=O)N1CC2CCC(C1)N2C2=NC=C(C#N)C=C2